C1(=CC=CC=C1)C1=NC(=CC(=N1)C1=CC(=CC=C1)C1=CC=NC=C1)C1=CC(=CC=C1)C1=NC(=C(N=C1C1=CC=CC=C1)C1=CC=CC=C1)C1=CC=CC=C1 2-phenyl-4-(3-(pyridin-4-yl)phenyl)-6-(3-(3,5,6-triphenylpyrazin-2-yl)phenyl)pyrimidine